tert-butyl 3-((2-(((benzyloxy)carbonyl)(methyl)amino)ethyl)((chloromethoxy)carbonyl)amino)propanoate C(C1=CC=CC=C1)OC(=O)N(CCN(CCC(=O)OC(C)(C)C)C(=O)OCCl)C